NC=1C=CC(=C2CN(C(C12)=O)CC(C(=O)N)=C)C=1C=C2C(=NNC2=CC1)C=1SC=CC1 2-({7-amino-1-oxo-4-[3-(thiophen-2-yl)-1H-indazol-5-yl]-2,3-dihydro-1H-isoindol-2-yl}methyl)prop-2-enamide